trans-4-(2-(3-Hydroxypropoxy)acetamido)-N-(3-(1-isopropyl-1H-pyrazol-4-yl)phenyl)-N-((trans-4-(4-methoxy-3-methylphenyl)cyclohexyl)methyl)cyclohexanecarboxamide OCCCOCC(=O)N[C@@H]1CC[C@H](CC1)C(=O)N(C[C@@H]1CC[C@H](CC1)C1=CC(=C(C=C1)OC)C)C1=CC(=CC=C1)C=1C=NN(C1)C(C)C